N1(CCOCC1)C=1C=CC2=C(NC(=N2)C2=NNC3=NC=C(C=C32)NC(C=C)=O)C1 N-(3-(6-morpholinyl-1H-benzimidazol-2-yl)-1H-pyrazolo[3,4-b]pyridin-5-yl)acrylamide